thiobis(6-t-butyl-4-methylphenol) S(C1=C(C(=CC(=C1)C)C(C)(C)C)O)C1=C(C(=CC(=C1)C)C(C)(C)C)O